(R)-(+)-1-(3,4-difluorophenyl)propyl isocyanate FC=1C=C(C=CC1F)[C@@H](CC)N=C=O